C(C1=CC=CC=C1)(=O)C1=C(C=CC=C1)N(C(CCl)=O)CC1=CC=CC=C1 N-(2-benzoylphenyl)-N-benzyl-2-chloroacetamide